N-(1-cyanopentyl)-4-fluorobenzenesulfonamide C(#N)C(CCCC)NS(=O)(=O)C1=CC=C(C=C1)F